COC(C(F)(F)F)O Trifluoroacetaldehyde methyl hemiacetal